FC1=CC=C(OC2=CC=C(C=C2)\C=C/2\C(=C(C3=CC=CC=C23)CCC(=O)O)C)C=C1 3-[(1Z)-1-{[4-(4-Fluorophenoxy)phenyl]methylidene}-2-methyl-1H-inden-3-yl]propanoic acid